2,2,6,6-tetramethylpiperazin CC1(NC(CNC1)(C)C)C